NN1C(=NC(=C1C(=O)OCC)C1=CC=C(C=C1)C(NC1=NC=CC(=C1)Cl)=O)[C@H]1N(CCCC1)C(=O)OC(C)(C)C tert-butyl (S)-2-(1-amino-4-(4-((4-chloropyridin-2-yl)carbamoyl)phenyl)-5-(ethoxycarbonyl)-1H-imidazol-2-yl)piperidine-1-carboxylate